COC1=C(CNC2=NC=NS2)C=CC(=C1)OC N-(2,4-dimethoxybenzyl)-1,2,4-thiadiazole-5-amine